4-(7-morpholinoquinazolin-5-yl)oxy-cyclohexanecarboxylic acid ethyl ester C(C)OC(=O)C1CCC(CC1)OC1=C2C=NC=NC2=CC(=C1)N1CCOCC1